C1(=C(C=CC=C1)N(C1=C(C(=CC=2C3=CC=CC=C3CC12)C1=CC=CC=C1)C1=CC=CC=C1)C1=CC=CC=2SC3=C(C21)C=CC=C3)C3=CC=CC=C3 (biphenylyl)(dibenzothiophenyl)(diphenyl-fluorenyl)amine